[Mg].[Na] sodium-magnesium